ClC=1C=C(OC2N(C=C(C=C2)C(F)(F)F)C2=CC(=CC=C2)S(=O)(=O)C)C=C(C1)Cl 2-(3,5-dichlorophenoxy)-N-(3-methylsulfonyl-phenyl)-5-(trifluoromethyl)pyridine